C1(CC1)N1N=CC(=C1)C1=CC2=C(N(C=N2)C2=CC(=C(C(=O)NCC(F)(F)F)C(=C2)OC)OC)C=C1 4-[5-(1-cyclopropylpyrazol-4-yl)benzimidazol-1-yl]-2,6-dimethoxy-N-(2,2,2-trifluoro-ethyl)benzamide